CC1NCCC2=CC=CC=C12 1-methyl-1,2,3,4-tetrahydro-isoquinoline